2-(3-fluorophenyl)-N-[(2R)-1-hydroxypropan-2-yl]-6-(4-methylphenyl)-3-oxo-2,3-dihydropyridazine-4-carboxamide FC=1C=C(C=CC1)N1N=C(C=C(C1=O)C(=O)N[C@@H](CO)C)C1=CC=C(C=C1)C